1-(4-Fluoro-phenyl)-2-[4-(2-methyl-5-phenyl-2H-pyrazole-3-carbonyl)-piperazin-1-yl]-ethanone FC1=CC=C(C=C1)C(CN1CCN(CC1)C(=O)C=1N(N=C(C1)C1=CC=CC=C1)C)=O